methyl 4-chloro-1-methylimidazo[1,5-a]pyrido[3,4-e]pyrazine-8-carboxylate ClC=1C=2N(C3=C(N1)C=NC(=C3)C(=O)OC)C(=NC2)C